ClC1=C(CC2=C(C=NN2S(N(C)C)(=O)=O)C(=O)O)C=C(C=C1)C 5-(2-chloro-5-methylbenzyl)-1-(N,N-dimethylsulfamoyl)-1H-pyrazole-4-carboxylic acid